3-(3,5-dimethoxybenzylidene)-5-(3,4,5-trimethoxybenzylidene)-N-(4-acetamidobenzenesulfonyl)-4-piperidone COC=1C=C(C=C2CN(CC(C2=O)=CC2=CC(=C(C(=C2)OC)OC)OC)S(=O)(=O)C2=CC=C(C=C2)NC(C)=O)C=C(C1)OC